C(#N)C1=C2CC[C@@H](C2=CC=C1)NS(=O)(=O)C(C)(C)C (S)-N-(4-cyano-2,3-dihydro-1H-indene-1-yl)-2-methylpropane-2-sulfonamide